NC1=C2N=CN(C2=NC=N1)C[C@@H](C)OCP(OCCCSCCCCCCCCCC#CC1=CC=C(C=C1)C(F)(F)F)(O)=O 3-((11-(4-(trifluoromethyl)phenyl)undec-10-yn-1-yl)thio)propyl hydrogen ((((R)-1-(6-amino-9H-purin-9-yl)propan-2-yl)oxy)methyl)phosphonate